6-Chloro-1-ethyl-1H-pyrazolo[3,4-d]pyrimidin ClC1=NC=C2C(=N1)N(N=C2)CC